C(#N)[C@@]1([C@H](O)[C@H](O)[C@@H](CO)O1)N1C=NC=2C(N)=NC=NC12 1'-cyanoadenosine